C1(CC1)C=1N=CC=2C3=C(C=C(C2C1)S(=O)(=O)NCC(C)C)CC[C@H]3NC3=C(C(C3=O)=O)NCC |o1:23| (9R*)-3-cyclopropyl-9-[[2-(ethylamino)-3,4-dioxocyclobuten-1-yl]amino]-N-(2-methylpropyl)-8,9-dihydro-7H-cyclopenta[h]isoquinoline-5-sulfonamide